7-(6,7-dihydro-5H-imidazo[1,2-a]imidazol-3-yl)-2-[3-(6-methyl-2-pyridyl)-1H-pyrazol-4-yl]-1,5-naphthyridine N1=C2N(C(=C1)C1=CN=C3C=CC(=NC3=C1)C=1C(=NNC1)C1=NC(=CC=C1)C)CCN2